ClC1=NC=C(C2=C1N=C(N=C2N2CCC1(CCN(C1)CC(C)(O)C)CC2)C2=CC=NC=C2)OC 1-(8-(8-chloro-5-methoxy-2-(pyridin-4-yl)pyrido[3,4-d]pyrimidin-4-yl)-2,8-diazaspiro[4.5]decan-2-yl)-2-methylpropan-2-ol